9-methyl-10,12-hexadecadien-1-ol acetate C(C)(=O)OCCCCCCCCC(C=CC=CCCC)C